S1C=C(C=C1)C1=NC=NO1 5-(thiophen-3-yl)-1,2,4-oxadiazol